1-(9-(1-amino-8-(4-methoxyphenyl)-4,6-dimethylpyrrolo-[1,2-a]pyrazin-7-yl)-3-azaspiro[5.5]undec-8-en-3-yl)prop-2-en-1-one NC=1C=2N(C(=CN1)C)C(=C(C2C2=CC=C(C=C2)OC)C2=CCC1(CCN(CC1)C(C=C)=O)CC2)C